C(C)O/C=C/C=1C(=NC(=NC1)N(CC1=CC=C(C=C1)OC)CC1=CC=C(C=C1)OC)OC 5-[(E)-2-ethoxyvinyl]-4-methoxy-N,N-bis[(4-methoxyphenyl)methyl]pyrimidin-2-amine